C1(CCCCC1)(C1=C(C=CC=C1)N(C1=CC=C(C=C1)C)C1=CC=C(C=C1)C)C1=C(C=CC=C1)N(C1=CC=C(C=C1)C)C1=CC=C(C=C1)C cyclohexylidenebis[N,N-bis(4-methylphenyl)benzenamine]